ClC=1C=C2C(OCCC=3C=CC(=CC3C3=CC(=C(C(NS(C(C1O)=C2)(=O)=O)=C3)F)F)F)=O 14-Chloro-4,20,21-trifluoro-15-hydroxy-17,17-dioxo-10-oxa-17λ6-thia-18-azatetracyclo[17.3.1.112,16.02,7]tetracosa-1(22),2(7),3,5,12,14,16(24),19(23),20-nonaen-11-one